C(C)(C)(C)C=1C=C(C=C(C1O)C)CCC(=O)OCCOCCOC(CCC1=CC(=C(C(=C1)C)O)C(C)(C)C)=O diethylene glycol bis[3-(3-tert-butyl-4-hydroxy-5-methylphenyl) propionate]